(R)-N-((S)-1'-(6-(2,3-dichlorophenyl)imidazo[2,1-b][1,3,4]thiadiazol-2-yl)-1,3-dihydrospiro[inden-2,4'-piperidin]-1-yl)-2-methylpropan-2-sulfinamide ClC1=C(C=CC=C1Cl)C=1N=C2SC(=NN2C1)N1CCC2(CC1)[C@@H](C1=CC=CC=C1C2)N[S@](=O)C(C)(C)C